4-[3-[2-Chloro-5-methoxy-4-(3-methoxyazetidin-1-yl)benzoyl]-2,4-dihydro-1,3-benzoxazin-8-yl]-5-fluoro-2-(3-oxa-8-azabicyclo[3.2.1]oct-8-yl)benzoic acid ClC1=C(C(=O)N2COC3=C(C2)C=CC=C3C3=CC(=C(C(=O)O)C=C3F)N3C2COCC3CC2)C=C(C(=C1)N1CC(C1)OC)OC